ethyl (2S,3S)-2-amino-3-(tert-butoxycarbonylamino)-3-phenyl-propanoate N[C@H](C(=O)OCC)[C@H](C1=CC=CC=C1)NC(=O)OC(C)(C)C